C1(=CC(=CC(=C1)C(=O)Cl)C(=O)Cl)C(=O)Cl 1,3,5-benzenetricarboxylic chloride